5-(4-(azetidin-3-yloxy)-3-methylisoquinolin-6-yl)thiazole 2-(3,4-dichlorophenyl)-4,6-dihydropyrrolo[3,4-d]imidazole-5(1H)-carboxylate ClC=1C=C(C=CC1Cl)C1=NC2=C(N1)CN(C2)C(=O)O.N2CC(C2)OC2=C(N=CC1=CC=C(C=C21)C2=CN=CS2)C